(S)-1-((2-Chloro-4-((R)-3-methylmorpholinyl)thieno[3,2-d]pyrimidin-7-yl)methyl)pyrrole ClC=1N=C(C2=C(N1)C(=CS2)CN2C=CC=C2)N2[C@@H](COCC2)C